N[C@H]1CS(C2=C(N(C1)CC1=CC=C(C=C1)C1=NOC(=N1)C(C)(C)C)C=C(C=C2)C=2OC(=NN2)C2CN(CC(C2)(F)F)CC)(=O)=O (3R)-3-amino-5-[[4-(5-tert-butyl-1,2,4-oxadiazol-3-yl)phenyl]methyl]-7-[5-(1-ethyl-5,5-difluoro-3-piperidinyl)-1,3,4-oxadiazol-2-yl]-1,1-dioxo-2,3-dihydro-1λ6,5-benzothiazepine